COC1=C(C=CC=C1OC)N1C(SC=C1C=1C=C(C(=O)NCCCCN2N=CC=C2)C=CC1)=O 3-(3-(2,3-dimethoxyphenyl)-4-thiazolinonyl)-N-(4-1-N-pyrazolylbutyl)benzamide